FC(CN1[C@H]2CC(C[C@@H]1CC2)CO)(F)F [(1R,3R,5S)-8-(2,2,2-trifluoroethyl)-8-azabicyclo[3.2.1]octan-3-yl]methanol